N-(3-(2'-((4-(4-acetylpiperazin-1-yl)-2-methoxyphenyl)amino)-7'-oxo-5'H-spiro[cyclopropane-1,8'-pyrido[4,3-d]pyrimidine]-6'(7'H)-yl)-4-methylphenyl)-3-(trifluoromethyl)benzamide C(C)(=O)N1CCN(CC1)C1=CC(=C(C=C1)NC=1N=CC2=C(N1)C1(C(N(C2)C=2C=C(C=CC2C)NC(C2=CC(=CC=C2)C(F)(F)F)=O)=O)CC1)OC